2-{6-[(2-hydroxy-ethyl)-(2,2,6,6-tetramethyl-piperidin-4-yl)-amino]pyridazin-3-yl}-5-pyrazol-1-yl-phenol OCCN(C1=CC=C(N=N1)C1=C(C=C(C=C1)N1N=CC=C1)O)C1CC(NC(C1)(C)C)(C)C